(S)-N-(5-(difluoromethyl)-2-((1-(2,2,2-trifluoroethyl)azetidin-3-yl)oxy)phenyl)-3-(3-fluoro-4-methylphenyl)-3-(1,2,4-thiadiazol-5-yl)pyrrolidine-1-carboxamide FC(C=1C=CC(=C(C1)NC(=O)N1C[C@@](CC1)(C1=NC=NS1)C1=CC(=C(C=C1)C)F)OC1CN(C1)CC(F)(F)F)F